Palladium-cerium oxide [O-2].[Ce+3].[Pd+2]